N-cyclopropyl-4-(2-(4-methoxyphenoxy)-6-(((tetrahydro-2H-pyran-4-yl)methyl)amino)-9H-purin-9-yl)-2-methylbenzamide C1(CC1)NC(C1=C(C=C(C=C1)N1C2=NC(=NC(=C2N=C1)NCC1CCOCC1)OC1=CC=C(C=C1)OC)C)=O